C1(=CC=CC2=CC=CC=C12)[C@@H]1[C@H](C1)C=1C=2N(N=C(C1)C=1C(NC(NC1)=O)=O)C=CN2 5-[8-[(1S,2S)-2-(1-naphthyl)cyclopropyl]imidazo[1,2-b]pyridazin-6-yl]-1H-pyrimidine-2,4-dione